tert-Butyl (1S,6S,9R,9aS)-1-methyl-3-oxohexahydro-1H,3H-6,9-epiminooxazolo[3,4-a]azepine-10-carboxylate C[C@@H]1OC(N2[C@H]1[C@H]1CC[C@@H](C2)N1C(=O)OC(C)(C)C)=O